CN1C(C(=CC2=C(N=C(C=C12)N1CCOCC1)C=1C=CC=C2C=C(N=CC12)C=1C=CC(=NC1)C(=O)NCC#CC=1OC2=C(C1)C(=CC=C2)C2C(NC(CC2)=O)=O)C)=O 5-(8-(1,3-dimethyl-7-morpholino-2-oxo-1,2-dihydro-1,6-naphthyridin-5-yl)isoquinolin-3-yl)-N-(3-(4-(2,6-dioxopiperidin-3-yl)benzofuran-2-yl)prop-2-yn-1-yl)picolinamide